NCC1=NNC(C2=CC=C(C=C12)C1=CN(C2=NC=CC=C21)C)=O 4-(aminomethyl)-6-(1-methyl-1H-pyrrolo[2,3-b]pyridin-3-yl)phthalazin-1(2H)-one